C(C)(C)NC1=CC=CC(=N1)C(=O)[O-] 6-(isopropylamino)pyridine-2-carboxylate